2-hydroxy-4-(1-(4-(trifluoromethyl)phenyl)imidazo[1,5-a]pyridin-3-yl)benzaldehyde OC1=C(C=O)C=CC(=C1)C1=NC(=C2N1C=CC=C2)C2=CC=C(C=C2)C(F)(F)F